The molecule is a tricyclic diterpenoid that is ent-sandaracopimaradiene bearing two additional hydroxy substituents at the 3alpha- and 9beta-positions. It has a role as a plant metabolite. C[C@]1(CC[C@@]2(C(=C1)CC[C@H]3[C@]2(CC[C@H](C3(C)C)O)C)O)C=C